6-(1-isopropyl-1H-pyrazol-4-yl)pyrazolo[1,5-a]pyridine-3-carbonitrile C(C)(C)N1N=CC(=C1)C=1C=CC=2N(C1)N=CC2C#N